1-(2-((2-((3-chloro-2-fluorobenzyl)amino)-2-oxoethyl)(ethyl)amino)-2-oxoethyl)-1H-indazole-3-carboxamide ClC=1C(=C(CNC(CN(C(CN2N=C(C3=CC=CC=C23)C(=O)N)=O)CC)=O)C=CC1)F